methyl α-cyano-β-methyl-4-methoxy-cinnamate C(#N)C(C(=O)OC)=C(C1=CC=C(C=C1)OC)C